(1H-imidazol-1-yl)acetic acid N1(C=NC=C1)CC(=O)O